C1(=NC=CC2=CC=CC=C12)OC1CCC(CC1)=O 4-(isoquinolyloxy)cyclohexanone